(1,1-difluorospiro[2.3]-hexan-5-yl)methanamine FC1(CC12CC(C2)CN)F